CN(CCN(C)C)C N1,N1,N2,N2-Tetramethylethane-1,2-diamine